N-(2-cyclopropyl-4-iodo-5-methylphenyl)but-2-ynamide C1(CC1)C1=C(C=C(C(=C1)I)C)NC(C#CC)=O